C(C(C)=CCC[C@@H](C)[C@H]1CC[C@H]2C3=CC=C4CCCC[C@]4(C)[C@H]3CC[C@]12C)O cholesta-5,7,24(25)-trienol